NC(CCNCCC(C(C)C)N1CC2(C1)CN(CC2)C=2N=CN=NC2OC2=C(C(=O)N(C(C)C)CC)C=C(C=C2)F)=O 2-((5-(2-(1-((3-amino-3-oxopropyl)amino)-4-methylpentan-3-yl)-2,6-diazaspiro[3.4]octan-6-yl)-1,2,4-triazin-6-yl)oxy)-N-ethyl-5-fluoro-N-isopropylbenzamide